C(C1=CC=CC=C1)ON1[C@@H]2CC[C@H](N(C1=O)C2)C(NC(CCONC(=N)N)=O)=N N-(((2S,5R)-6-(benzyloxy)-7-oxo-1,6-diazabicyclo[3.2.1]octan-2-yl)(imino)methyl)-3-(guanidinooxy)propanamide